O=C1NC(=NO1)C1=C(CCC1)C(=O)N 2-(5-oxo-4,5-dihydro-1,2,4-oxadiazol-3-yl)cyclopent-1-ene-1-carboxamide